C1(CCCC1)OC=1C=C(C=CC1C=1NC(C2=C(N1)NN=N2)=O)C2=CC=C(C=C2)C(=O)O 3'-(cyclopentyloxy)-4'-(7-oxo-6,7-dihydro-3H-[1,2,3]triazolo[4,5-d]pyrimidin-5-yl)-[1,1'-biphenyl]-4-carboxylic acid